OC(C)OC=1NC=C[N+]1C 1-hydroxyethoxy-3-methylimidazolium